S(=O)(=O)(C1=C(C=CC=C1)O)C1=C(C=CC=C1)O sulfonyl-diphenol